(3R)-4-{2'-ethoxy-3-formyl-[1,1'-biphenyl]-4-yl}-3-ethylpiperazine-1-carboxylic acid tert-butyl ester C(C)(C)(C)OC(=O)N1C[C@H](N(CC1)C1=C(C=C(C=C1)C1=C(C=CC=C1)OCC)C=O)CC